7-phenyl-N-[rac-(6S)-4-methyl-5-oxo-7,8-dihydro-6H-pyrazolo[1,5-a][1,3]diazepin-6-yl]-1,3-benzothiazole-2-carboxamide C1(=CC=CC=C1)C1=CC=CC=2N=C(SC21)C(=O)N[C@@H]2C(N(C=1N(CC2)N=CC1)C)=O |r|